4-methyl-3-heptyl benzoate C(C1=CC=CC=C1)(=O)OC(CC)C(CCC)C